1-benzyl-2-oxo-1,2-dihydropyridine-4-carboxylic acid C(C1=CC=CC=C1)N1C(C=C(C=C1)C(=O)O)=O